tert-butyl (R)-4-(((S)-1-methoxy-3-methyl-1-oxobutan-2-yl) (methyl) carbamoyl)-2-methylpiperazine-1-carboxylate COC([C@H](C(C)C)N(C(=O)N1C[C@H](N(CC1)C(=O)OC(C)(C)C)C)C)=O